(2-fluoro-3-methoxyphenyl)-3-oxo-butyric acid methyl ester COC(C(C(C)=O)C1=C(C(=CC=C1)OC)F)=O